6-bromo-N-(2-chloroethyl)pyridin-3-amine BrC1=CC=C(C=N1)NCCCl